BrC1=CC=C(C=C1)C=1C(=C2C=CC=CN2C1N(CC)CC)C#N 2-(4-bromophenyl)-3-(diethylamino)indolizine-1-carbonitrile